(R) or (S)-tert-Butyl 4-[[1-[3-[(2,2-difluoro-1,3-benzodioxol-5-yl)-methyl-carbamoyl]phenyl]-3-(trifluoromethyl)-6,7-dihydro-4H-pyrano[4,3-c]pyrazol-7-yl]oxy]benzoate FC1(OC2=C(O1)C=CC(=C2)N(C(=O)C=2C=C(C=CC2)N2N=C(C1=C2[C@H](COC1)OC1=CC=C(C(=O)OC(C)(C)C)C=C1)C(F)(F)F)C)F |o1:24|